methyl N-[5-[6-[5-(4-fluorophenyl)oxazol-4-yl]imidazo[1,2-a]pyridin-3-yl]-2-pyridyl]carbamate FC1=CC=C(C=C1)C1=C(N=CO1)C=1C=CC=2N(C1)C(=CN2)C=2C=CC(=NC2)NC(OC)=O